C(C1=CC=CC=C1)(=O)OC1=C(C=C(C=C1)C(C)(C)C)C1C(OC2=C1C=C(C=C2)C(C)(C)C)=O [4-tert-butyl-2-(5-tert-butyl-2-oxo-3H-benzofuran-3-yl)phenyl] benzoate